FC(OC=1C=C(C=CC1)C=1C=CC=NC1OCC)F 5-[3-(Difluoromethoxy)phenyl]-6-ethoxypyridin